OC(C)(C)C1CC(C(CC1)(O)C)[Se]C1=CC=CC=C1 (+)-4-(2-hydroxypropan-2-yl)-1-methyl-2-(phenylselanyl)cyclohexan-1-ol